methyl-(2R,4S)-2-(6-(benzyloxy)pyridin-3-yl)-N-(2-methyl-3-oxo-5-(3-(trifluoromethyl)bicyclo[1.1.1]pentane-1-carbonyl)-2,3-dihydropyridazin-4-yl)tetrahydro-2H-pyran-4-carboxamide C[C@]1(OCC[C@@H](C1)C(=O)NC=1C(N(N=CC1C(=O)C12CC(C1)(C2)C(F)(F)F)C)=O)C=2C=NC(=CC2)OCC2=CC=CC=C2